5-(8-((trans-4-methoxycyclohexyl)methyl)-7-oxo-5,6,7,8-tetrahydropyrazino[2,3-b]pyrazin-2-yl)-4-methylpyridinecarboxamide CO[C@@H]1CC[C@H](CC1)CN1C2=C(NCC1=O)N=CC(=N2)C=2C(=CC(=NC2)C(=O)N)C